(2,3,5,6-tetrafluoro-4-vinylphenyl)borate FC1=C(C(=C(C(=C1F)C=C)F)F)OB([O-])[O-]